(R)-1-((4-(3-chloro-2-methylphenylamino)-2-(difluoromethyl)pyrido[3,2-d]pyrimidin-7-yl)methyl)-3-methylpyrrolidin-3-ol ClC=1C(=C(C=CC1)NC=1C2=C(N=C(N1)C(F)F)C=C(C=N2)CN2C[C@@](CC2)(O)C)C